(4-(9-phenyl-9H-fluoren-9-yl)phenyl)silane C1(=CC=CC=C1)C1(C2=CC=CC=C2C=2C=CC=CC12)C1=CC=C(C=C1)[SiH3]